FC(C(=O)[O-])(F)F.FC(C(=O)[O-])(F)F.C1(CCCCC1)P(C1CCCCC1)C1CCCCC1.C1(CCCCC1)P(C1CCCCC1)C1CCCCC1.[Pd+2] palladium(II) bis(tricyclohexylphosphine) bis(trifluoroacetate)